FC1=C(C=CC=C1)C(=O)N1CCC=2C1=CN=CC2C=2C=C1C=NN(C1=CC2)C (2-fluorophenyl)[4-(1-methyl-1H-indazol-5-yl)-2,3-dihydro-1H-pyrrolo[2,3-c]pyridin-1-yl]methanone